4-((S)-4-acryloyl-2-methylpiperazin-1-yl)-1-(2-isopropyl-4-methylpyridin-3-yl)-7-(5-methyl-1H-indazol-4-yl)-2-oxo-1,2-dihydropyrido[2,3-d]pyrimidine-6-carbonitrile C(C=C)(=O)N1C[C@@H](N(CC1)C=1C2=C(N(C(N1)=O)C=1C(=NC=CC1C)C(C)C)N=C(C(=C2)C#N)C2=C1C=NNC1=CC=C2C)C